FC1(CCN(CC1)C1(CC1)C1CCNCC1)F 4-[1-(4,4-Difluoro-1-piperidyl)cyclopropyl]piperidine